ClCC(=O)NCCCN N-(chloroacetyl)-1,3-propanediamine